C(C)OC(=O)C=1OC2=C(C1)C=C(C=C2F)Br ethyl-5-bromo-7-fluorobenzofuran-2-carboxylate